FC(C=1C(=NC=NC1)OC[C@@H]1CCC2=CCCN12)F (3S,7aS)-3-(((5-(difluoromethyl)pyrimidin-4-yl)oxy)methyl)tetrahydro-1H-pyrrolizin